di-(t-butyl) pimelate C(CCCCCC(=O)OC(C)(C)C)(=O)OC(C)(C)C